BrC1=C2C=CN(C2=CC=C1)S(=O)(=O)C1=C(C(=C(C=O)C=C1Cl)OC)F 4-((4-bromo-1H-indol-1-yl)sulfonyl)-5-chloro-3-fluoro-2-methoxybenzaldehyde